CC(C[C@@H]1CN(C(CC1)=O)C)(C)NC(OCC1=CC=CC=C1)=O benzyl (R)-(2-methyl-1-(1-methyl-6-oxopiperidin-3-yl)propan-2-yl)carbamate